1-[(3bR,4aR)-1-{2-[4-(2,3-dimethylphenyl)piperazin-1-yl]-2-oxoethyl}-3b,4,4a,5-tetrahydro-1H-cyclopropa[3,4]cyclopenta[1,2-c]pyrazole-3-carbonyl]-N-methylpiperidine-4-carboxamide CC1=C(C=CC=C1C)N1CCN(CC1)C(CN1N=C(C2=C1C[C@@H]1[C@H]2C1)C(=O)N1CCC(CC1)C(=O)NC)=O